methyl 5-(2-bromoacetyl)-2-hydroxybenzoate BrCC(=O)C=1C=CC(=C(C(=O)OC)C1)O